5-(2-chlorophenoxy)-6-fluoro-3-((1-(2-fluorophenyl)ethyl)amino)-4H-benzo[e][1,2,4]thiadiazine 1,1-dioxide ClC1=C(OC2=C(C=CC3=C2NC(=NS3(=O)=O)NC(C)C3=C(C=CC=C3)F)F)C=CC=C1